N-((2-(6-(3-hydroxy-3-(trifluoromethyl)pyrrolidin-1-yl)pyridin-2-yl)-1,6-naphthyridin-7-yl)methyl)-4-methyl-3-(methylsulfonyl)benzamide OC1(CN(CC1)C1=CC=CC(=N1)C1=NC2=CC(=NC=C2C=C1)CNC(C1=CC(=C(C=C1)C)S(=O)(=O)C)=O)C(F)(F)F